C(=O)O.NC1=CN=NC2=CC(=CC=C12)C1=CC2=C(C=NOB2O)C=C1 7-(4-aminocinnolin-7-yl)-1H-2,3,1-benzoxazaborinin-1-ol Formic Acid Salt